(S)-1'-(5-(pyridin-4-ylthio)pyrazin-2-yl)-5,7-dihydrospiro[cyclopenta[b]pyridine-6,4'-piperidin] N1=CC=C(C=C1)SC=1N=CC(=NC1)N1CCC2(CC1)CC=1C(=NC=CC1)C2